3-[1-(5-chloro-3-fluoropyridin-2-yl)piperidin-4-yl]-1H-pyrazol ClC=1C=C(C(=NC1)N1CCC(CC1)C1=NNC=C1)F